FC1=C(C=CC=C1F)N1CC(CC1)OC (2,3-difluorophenyl)-3-methoxypyrrolidine